6-bromo-3-isopropyl-5-methoxybenzo[d]oxazol-2(3H)-one BrC1=CC2=C(N(C(O2)=O)C(C)C)C=C1OC